4-(5-bromo-2H-chromen-2-yl)-3-fluorobenzonitrile BrC1=C2C=CC(OC2=CC=C1)C1=C(C=C(C#N)C=C1)F